F[C@@H]1[C@@H](C1)C(=O)NC1=CC(=C2C(=N1)NN(C2=O)C)NC2=C(C=CC=C2)N(S(=O)(=O)C)C (1S,2S)-2-fluoro-N-(2-methyl-4-((2-(N-methylmethanesulfonamido)phenyl)amino)-3-oxo-2,3-dihydro-1H-pyrazolo[3,4-b]pyridin-6-yl)cyclopropane-1-carboxamide